1,2-dicarboxycyclobutane C(=O)(O)C1C(CC1)C(=O)O